CN(C1=CC=C(C=C1)C=CCN(CCC1=CC=C(C=C1)O)C)C 4-[2-({3-[4-(dimethylamino)phenyl]allyl}(methyl)amino)ethyl]phenol